2-hydroxy-7,7-dimethyl-7,8-dihydro-5H-pyrano[3,4-b]pyrazin-5-one OC=1N=C2C(=NC1)C(OC(C2)(C)C)=O